7-[3-hydroxy-1-(5-isopropyl-3-thenoyl)-4-piperidyl]-1,3-dihydro-1,3,4-triaza-2-indenone OC1CN(CCC1C=1C=CN=C2NC(NC12)=O)C(C1=CSC(=C1)C(C)C)=O